6-(3-Amino-2-methylphenyl)-5-{3-fluoro-4-[(6-methylpyridin-2-yl)oxy]phenyl}-7,8-dihydro-6H-Imidazo[2',3':5,1]pyrrolo[2,3-d]pyrimidin-4-amine NC=1C(=C(C=CC1)N1CCN2C1=C(C1=C2N=CN=C1N)C1=CC(=C(C=C1)OC1=NC(=CC=C1)C)F)C